(R)-3-(2-isopropylphenyl)-1-(3-methoxy-4-(oxetan-3-yl)benzyl)piperazine C(C)(C)C1=C(C=CC=C1)[C@@H]1CN(CCN1)CC1=CC(=C(C=C1)C1COC1)OC